Ethyl 1-cyclopropyl-7-(1-((2,4-diaminopyrimidin-5-yl)methyl)indolin-5-yl)-6,8-difluoro-4-oxo-1,4-dihydroquinoline-3-carboxylate pentane-1-sulfonate C(CCCC)S(=O)(=O)O.C1(CC1)N1C=C(C(C2=CC(=C(C(=C12)F)C=1C=C2CCN(C2=CC1)CC=1C(=NC(=NC1)N)N)F)=O)C(=O)OCC